C12CN(CC(CC1)N2)C2=NC1=C(C=3C(=C(N=CC23)C2=CC(=CC3=CC=C(C(=C23)C#C)F)O)F)CN(C1=O)C 5-(3,8-diazabicyclo[3.2.1]octan-3-yl)-8-(8-ethynyl-7-fluoro-3-hydroxy-1-naphthyl)-9-fluoro-2-methyl-1H-pyrrolo[3,4-c][2,7]naphthyridin-3-one